4-Benzyloxy-6-chloro-2-methyl-3-methylsulfonyl-pyridine C(C1=CC=CC=C1)OC1=C(C(=NC(=C1)Cl)C)S(=O)(=O)C